(2R,3R,4R,5S)-1-{[4-({[3-(furan-2-yl)-5-methylphenyl]amino}methyl)phenyl]methyl}-2-(hydroxymethyl)piperidine-3,4,5-triol O1C(=CC=C1)C=1C=C(C=C(C1)C)NCC1=CC=C(C=C1)CN1[C@@H]([C@H]([C@@H]([C@H](C1)O)O)O)CO